N-(4-((S)-2-(2,6-Difluorophenyl)propyl)-6-(((R)-1-hydroxy-4-methylpentan-2-yl)amino)-1,3,5-triazin-2-yl)methanesulfonamide FC1=C(C(=CC=C1)F)[C@H](CC1=NC(=NC(=N1)N[C@@H](CO)CC(C)C)NS(=O)(=O)C)C